FC([C@@H](C)N1N=C(C(=C1)NC=1N=CC2=C(N1)N(C(=C2)C#N)[C@H]2COC[C@@H]2C)OC2COC2)F 2-[[1-[(1R)-2,2-difluoro-1-methyl-ethyl]-3-(oxetan-3-yloxy)pyrazol-4-yl]amino]-7-[(3R,4R)-4-methyltetrahydrofuran-3-yl]pyrrolo[2,3-d]pyrimidine-6-carbonitrile